2-{[4-(2-propen-1-oxy)phenoxy]methyl}oxirane C(C=C)OC1=CC=C(OCC2OC2)C=C1